C(C)C1=C(N(C=C1S(=O)(=O)Cl)C)C(=O)O ethyl-4-(chlorosulfonyl)-1-methyl-1H-pyrrole-2-carboxylic acid